BrC=1C=C(C=CC1)[C@@H](C)NC1=NC(=NC2=CC(=C(C=C12)OC)OCCCCCCCCCN1CCN(CC1)C(CNC1=CC=C(C=C1)C1C(NC(CC1)=O)=O)=O)C 3-(4-((2-(4-(9-((4-(((R)-1-(3-Bromophenyl)ethyl)amino)-6-methoxy-2-methyl-quinazolin-7-yl)oxy)nonyl)piperazin-1-yl)-2-oxoethyl)amino)phenyl)piperidine-2,6-dione